NS(=O)(=O)C1=C(N=C(S1)C(C(=O)NC)C1=CC=C(C=C1)C1=NC=CC=C1)C [5-(aminosulfonyl)-4-methyl-1,3-thiazol-2-yl]-N-methyl-2-[4-(2-pyridyl)-phenyl]-acetamide